BrC=1C=2N(C=CC1)C(=C(N2)I)C(C(F)(F)F)(F)F 8-bromo-2-iodo-3-(1,1,2,2,2-pentafluoroethyl)imidazo[1,2-a]pyridine